N=1NN=NC1CN(C)CC1=CC=CC=C1 N-((2H-tetrazol-5-yl)methyl)-N-methyl-1-phenylmethylamine